ClC=1C(=C(C=CC1)[C@@H]1N(OCC1)C1=CC(=NC=N1)NC=1C(=CC(=C(C1)NC(C=C)=O)N1CCN(CC1)C)OC)C N-(5-((6-((R)-3-(3-chloro-2-methylphenyl)isoxazolidine-2-yl)pyrimidine-4-yl)amino)-4-methoxy-2-(4-methylpiperazine-1-yl)phenyl)acrylamide